acryloyloxy ethyl-succinate C(C)C(C(=O)OOC(C=C)=O)CC(=O)[O-]